(2R,5R)-tert-butyl 5-(2-ethoxy-2-oxoethyl)pyrrolidine-2-carboxylate C(C)OC(C[C@H]1CC[C@@H](N1)C(=O)OC(C)(C)C)=O